N[C@H](C(=O)NC)CC(C)C (S)-2-amino-N,4-dimethylvaleramide